2-[fluoro(methyl)phosphoryl]oxypropane FP(=O)(C)OC(C)C